Ethyl (3S)-7-(6-azido-3-chloro-2-fluorophenyl)-5-oxo-1,2,3,5,8,8a-hexahydroindolizine-3-carboxylate N(=[N+]=[N-])C1=CC=C(C(=C1C1=CC(N2[C@@H](CCC2C1)C(=O)OCC)=O)F)Cl